C(C)(C)OC=1C=CC(=NC1)C(C)O 1-(5-isopropoxypyridin-2-yl)ethan-1-ol